2-Chloro-5-methylethyl-N4-[3-methoxy-4-chlorophenyl]-pyrimidin-4-amine ClCCC1=NC=C(C(=N1)NC1=CC(=C(C=C1)Cl)OC)C